C1NCC12CC(C2)OC2=CC=C(C=C2)S(C(F)(F)F)(=O)=N [4-(2-azaspiro[3.3]heptan-6-yloxy)phenyl]-imino-oxo-(trifluoromethyl)-λ6-sulfane